FN1C(=O)N(C(=O)C(=C1F)F)F perfluorouracil